C(C)(C)(C)C1CC12C(CN(CC2)C(=O)O)=O.C(C)(C)(C)[C@](C(=O)O)(CC)N(C([C@H](C)NC)=O)C.CC2=CC=C(C=C2)S para-toluenethiol tert-butyl-(2S)-2-[methyl-[(2S)-2-(methylamino)propanoyl]amino]butanoate tert-butyl-4-oxo-6-azaspiro[2.5]octane-6-carboxylate